4-(1-(4-chlorobenzyl)-2-methyl-1H-imidazo[4,5-b]pyridin-6-yl)-6-(pyridin-3-ylmethyl)-1,6-dihydro-7H-pyrrolo[2,3-c]pyridin-7-one ClC1=CC=C(CN2C(=NC3=NC=C(C=C32)C=3C2=C(C(N(C3)CC=3C=NC=CC3)=O)NC=C2)C)C=C1